[Br].C(CC)S(=O)(=O)N1CC(C(C(C1)=CC=1N=NN(C1)C1=C(C=CC=C1)C)=O)=CC=1N=NN(C1)C1=C(C=CC=C1)C 1-(propylsulfonyl)-3,5-bis((1-(o-tolyl)-1H-1,2,3-triazol-4-yl)methylene)piperidin-4-one mono-bromine